N-(4-(((3,5-dicyano-4-ethyl-6-(4-methyl-1,4-diazepan-1-yl)pyridin-2-yl)thio)methyl)benzyl)methanesulfonamide C(#N)C=1C(=NC(=C(C1CC)C#N)N1CCN(CCC1)C)SCC1=CC=C(CNS(=O)(=O)C)C=C1